4-chloro-5-methoxy-5,6,7,8-tetrahydroquinoline ClC1=CC=NC=2CCCC(C12)OC